methyl 2,6-difluoro-3-(N-(propylsulfonyl)-propyl-sulfonamido)benzoate FC1=C(C(=O)OC)C(=CC=C1N(S(=O)(=O)CCC)S(=O)(=O)CCC)F